tert-butyl 4-(5-(6-bromo-4-(isopropylamino)quinolin-3-yl) isoxazol-3-yl)piperidine-1-carboxylate BrC=1C=C2C(=C(C=NC2=CC1)C1=CC(=NO1)C1CCN(CC1)C(=O)OC(C)(C)C)NC(C)C